2-chloro-7-cyclopropyl-9-(1,4-dioxaspiro[4.5]decan-8-yl)-7,9-dihydro-8H-purin-8-one ClC1=NC=C2N(C(N(C2=N1)C1CCC2(OCCO2)CC1)=O)C1CC1